2-methoxy-3-methylbenzoic acid tert-butyl ester C(C)(C)(C)OC(C1=C(C(=CC=C1)C)OC)=O